FC1(CCC(CC1)C1=NC=CC(=C1N)C1=NC=CC=C1)F 2'-(4,4-difluorocyclohexyl)-[2,4'-bipyridine]-3'-amine